FC1(C2(CC2C2=NC(=NO2)C2=CC(=CC=C2)OCC(F)(F)F)CCN(C1)S(=O)(=O)N)F 4,4-Difluoro-1-{3-[3-(2,2,2-trifluoroethoxy)phenyl]-1,2,4-oxadiazol-5-yl}-6-azaspiro[2.5]octan-6-sulfonamid